Benzothiazole-2-yl-acetonitrile S1C(=NC2=C1C=CC=C2)CC#N